ClC12CC(C1)(C2)C2=C(CCC(C2)(C)C)C=O 2-(3-chlorobicyclo[1.1.1]pentan-1-yl)-4,4-dimethyl-cyclohex-1-enecarbaldehyde